N-(4-{1-[(2-methyl-1,3-thiazol-4-yl)carbonyl]piperidin-4-yl}butyl)thieno[2,3-c]pyridine-2-carboxamide CC=1SC=C(N1)C(=O)N1CCC(CC1)CCCCNC(=O)C1=CC=2C(=CN=CC2)S1